OC([C@@]1(C)CCCC(C)=C1\C=C\C(\C)=C\C=C\C(\C)=C\C=C\C=C(/C)\C=C\C=C(/C)\C=C\C1=C(C)CCCC1(C)C)O (3r,3'r)-dihydroxy-β-carotene